1-(tert-butyl)-N-[3-(7-{[(3S,4R)-3-fluoro-1-methylpiperidin-4-yl]amino}-3-(2,2,2-trifluoroethyl)pyrazolo[1,5-a]pyridin-2-yl)prop-2-yn-1-yl]-5-hydroxy-1H-pyrazole-4-carboxamide C(C)(C)(C)N1N=CC(=C1O)C(=O)NCC#CC1=NN2C(C=CC=C2N[C@H]2[C@H](CN(CC2)C)F)=C1CC(F)(F)F